methyl N-[4-[4-[[1-[(4-fluorophenyl)carbamoyl]-cyclopropanecarbonyl]-amino]phenoxy]-7-methoxyquinolin-6-yl]carbamate FC1=CC=C(C=C1)NC(=O)C1(CC1)C(=O)NC1=CC=C(OC2=CC=NC3=CC(=C(C=C23)NC(OC)=O)OC)C=C1